tert-butyl (2R,4R)-4-hydroxy-2-(methoxy(methyl)carbamoyl)pyrrolidine-1-carboxylate O[C@@H]1C[C@@H](N(C1)C(=O)OC(C)(C)C)C(N(C)OC)=O